NC=1N=NC(=CC1N1CC(C1)OC=1C=C(C=CC1)CN1CCN(CC1)C(=O)C1CCN(CC1)C=1C=C2C(N(C(C2=CC1)=O)[C@H]1C(NC(CC1)=O)=O)=O)C1=C(C=CC=C1)O |r| rac-5-[4-[4-[[3-[1-[3-amino-6-(2-hydroxyphenyl)pyridazin-4-yl]azetidin-3-yl]oxyphenyl]methyl]piperazine-1-carbonyl]-1-piperidyl]-2-(2,6-dioxo-3-piperidyl)isoindoline-1,3-dione